(E)-1-(4-Hydroxyphenyl)-3-[4-methoxy-3-[(4-methyl-2-nitrophenoxy)methyl]phenyl]prop-2-en-1-one OC1=CC=C(C=C1)C(\C=C\C1=CC(=C(C=C1)OC)COC1=C(C=C(C=C1)C)[N+](=O)[O-])=O